platinum-copper oxysulfide O=S.[Cu].[Pt]